FC1=CC=C(C=C1)C=1C=C2C=C(C(N(C2=NC1)CCN1CCOCC1)=O)C(=O)NC1CC2(C1)CCC2 6-(4-fluorophenyl)-1-(2-morpholinoethyl)-2-oxo-N-(spiro[3.3]heptan-2-yl)-1,2-dihydro-1,8-naphthyridine-3-carboxamide